4-(dimethoxymethyl)-1-(4-(3-methoxy-6,7-dihydro-5H-benzo[7]annulen-9-yl)phenyl)piperidine COC(C1CCN(CC1)C1=CC=C(C=C1)C1=CCCCC2=C1C=CC(=C2)OC)OC